FC=1C=C(C=C(C1)F)[C@H]1CSC2=NNC(N21)=O |r| (S and R)-5-(3,5-difluorophenyl)-5,6-dihydrothiazolo[2,3-c][1,2,4]triazol-3(2H)-one